Diethyltriethoxysilane C(C)C(C)(O[SiH](OCC)OCC)CC